(E)-3-(2,2-dimethyl-2H-benzopyran-6-yl)-1-(4-(4-methoxyphenyl)piperazin-1-yl)prop-2-en-1-one CC1(OC2=C(C=C1)C=C(C=C2)/C=C/C(=O)N2CCN(CC2)C2=CC=C(C=C2)OC)C